C(C)(C)(C)N[C@@H](CC(N)=O)C(=O)[O-] tert-butyl-L-asparaginate